ethyl 2-(ethoxycarbonothioyl)thio-2-methylpropionate C(C)OC(=S)SC(C(=O)OCC)(C)C